1-(1-methylpiperidin-4-yl)-2-((6-(trifluoromethoxy)benzo[d]thiazol-2-yl)amino)-1H-benzo[d]imidazole-5-carboxylic acid ethyl ester C(C)OC(=O)C1=CC2=C(N(C(=N2)NC=2SC3=C(N2)C=CC(=C3)OC(F)(F)F)C3CCN(CC3)C)C=C1